4-((R)-Azido(cyclopropyl)methyl)-6-chloro-1-(((2R,4R)-4-(methylsulfonyl)pentan-2-yl)oxy)-2,7-naphthyridine N(=[N+]=[N-])[C@@H](C1=CN=C(C2=CN=C(C=C12)Cl)O[C@H](C)C[C@@H](C)S(=O)(=O)C)C1CC1